OC=1C=CC(=NC1)C(CN1C[C@@H]2[C@H](C1)CC(C2)OC2=CC=CC=C2)=O 1-(5-hydroxypyridin-2-yl)-2-((3aR,5s,6aS)-5-phenoxyhexahydrocyclopenta[c]pyrrol-2(1H)-yl)ethanone